CN(C1CN(CC1)C(=O)C1=CC(=C(C=C1)NC=1N=CC=2N(C(C3=C(N(C2N1)C)C=CC=C3)=O)CC)OC)C 2-((4-(3-(dimethylamino)pyrrolidine-1-carbonyl)-2-methoxyphenyl)amino)-5-ethyl-11-methyl-5,11-dihydro-6H-benzo[e]pyrimido[5,4-b][1,4]diazepin-6-one